2-(3,5-dichloro-4,6-dimethylpyridin-2-ylamino)-N-(4-fluorophenyl)-N-methylacetamide ClC=1C(=NC(=C(C1C)Cl)C)NCC(=O)N(C)C1=CC=C(C=C1)F